methyl 4-bromo-2-(bromomethyl)-5-methylbenzoate BrC1=CC(=C(C(=O)OC)C=C1C)CBr